(S)-pyrrolidine-1,3-dicarboxylic acid 3-benzyl ester 1-tert-butyl ester C(C)(C)(C)OC(=O)N1C[C@H](CC1)C(=O)OCC1=CC=CC=C1